(Phenyl-d5)methyl ((S)-4-methyl-1-oxo-1-(((S)-1-oxo-3-((S)-2-oxopyrrolidin-3-yl) propan-2-yl)amino)pentan-2-yl)carbamate CC(C[C@@H](C(N[C@H](C=O)C[C@H]1C(NCC1)=O)=O)NC(OCC1=C(C(=C(C(=C1[2H])[2H])[2H])[2H])[2H])=O)C